tert-butyl-3-oxo-8-azabicyclo[3.2.1]octane-8-carboxylate C(C)(C)(C)OC(=O)N1C2CC(CC1CC2)=O